FC1(CCN(CC1)C1=NC=CC(=C1)NC(C1=C(C=C(C=C1)I)N1CCC2(CC2)CC1)=O)F N-(2-(4,4-difluoropiperidin-1-yl)pyridin-4-yl)-4-iodo-2-(6-azaspiro[2.5]oct-6-yl)benzamide